C(=O)(O)C1=CC=C(C=C1)C(C=CC1=CC=CC=C1)=O 1-(4-Carboxyphenyl)-3-phenyl-2-propen-1-one